C(C1=CC=CC=C1)N1C=NC2=CC=C(C(=C2C1=O)Cl)SC=1N=CC(=NC1)N1CCC2(CC1)[C@@H](C1=CC=CC=C1C2)N[S@](=O)C(C)(C)C (R)-N-((S)-1'-(5-((3-benzyl-5-chloro-4-oxo-3,4-dihydroquinazolin-6-yl)thio)pyrazine-2-yl)-1,3-dihydrospiro[indene-2,4'-piperidine]-1-yl)-2-methylpropane-2-sulfinamide